5-((1R,4R)-5-((4'-chloro-5,5-dimethyl-3,4,5,6-tetrahydro-[1,1'-biphenyl]-2-yl)Methyl)-2,5-diazabicyclo[2.2.1]heptane-2-carbonyl)-2-(2,6-dioxopiperidin-3-yl)isoindoline ClC1=CC=C(C=C1)C1=C(CCC(C1)(C)C)CN1[C@H]2CN([C@@H](C1)C2)C(=O)C=2C=C1CN(CC1=CC2)C2C(NC(CC2)=O)=O